C(=O)(OC(C)(C)C)N(C(=O)OC(C)(C)C)CCOC=1C=C(C=CC1)[N+](=O)[O-] 3-((2-(N,N-di-Boc-amino)ethyl)oxy)nitrobenzene